2,2,2-Trifluoroethanesulfonate FC(CS(=O)(=O)[O-])(F)F